C[C@@H]1CCN2C(O1)=C(C(=N2)C=2C=C1C=CN(C1=CC2)C)C(=O)N[C@@H]2C(NC1=C(C(=N2)C2=CC=CC=C2)C=CC=C1F)=O (5R)-5-methyl-2-(1-methylindol-5-yl)-N-[(3S)-9-fluoro-2-oxo-5-phenyl-1,3-dihydro-1,4-benzodiazepine-3-yl]-6,7-dihydro-5H-pyrazolo[5,1-b][1,3]Oxazine-3-carboxamide